4-((3-(4-(2-(2-aminopyridin-3-yl)-5-phenyl-3H-imidazo[4,5-b]pyridin-3-yl)phenyl)piperidin-1-yl)methyl)cyclohexane-1-carboxylic acid NC1=NC=CC=C1C1=NC=2C(=NC(=CC2)C2=CC=CC=C2)N1C1=CC=C(C=C1)C1CN(CCC1)CC1CCC(CC1)C(=O)O